4-Ethyl-resorcin C(C)C1=C(C=C(O)C=C1)O